7-amino-3-(6-(1-((tert-butyldimethylsilyl)oxy)but-3-en-1-yl)-4-methylpyridin-3-yl)-1-methyl-1,6-naphthyridin-2(1H)-one NC1=NC=C2C=C(C(N(C2=C1)C)=O)C=1C=NC(=CC1C)C(CC=C)O[Si](C)(C)C(C)(C)C